tert-butyl [(5S)-5-methyl-5,6-dihydropyrazolo[1,5-d]pyrido[3,2-f][1,4]oxazepin-10-yl]carbamate C[C@H]1COC2=C(C=3N1N=CC3)C=C(C=N2)NC(OC(C)(C)C)=O